2'-chloro-5'-methoxy-N-{5-[(2-methoxyphenyl)carbamoyl]-1,3,4-thiadiazol-2-yl}-6-methyl-[4,4'-bipyridine]-3-carboxamide ClC1=NC=C(C(=C1)C1=C(C=NC(=C1)C)C(=O)NC=1SC(=NN1)C(NC1=C(C=CC=C1)OC)=O)OC